C(C)(C)(C)N1N=C(C=C1)C(=O)NCC1=CC(=C(C=C1)C=1C=2N(C=C(N1)C=1C=NN(C1)C)N=CC2)F 1-(tert-butyl)-N-(3-fluoro-4-(6-(1-methyl-1H-pyrazol-4-yl)pyrazolo[1,5-a]pyrazin-4-yl)benzyl)-1H-pyrazole-3-carboxamide